C1=C2C(=CC3=C1C(=O)OC3=O)C(=O)OC2=O 1,2,4,5-benzenetetracarboxylic anhydride